N[C@H](CCCNC(N)=N)C(=O)[O-] D-arginate